CN1CC(C1)C=1OC(=NN1)[C@@]12CN(C[C@]2(C1)C(F)(F)F)C1=C2C=CC=NC2=C(C=C1)C(F)(F)F 2-(1-methylazetidin-3-yl)-5-((1S,5R)-5-(trifluoromethyl)-3-(8-(trifluoromethyl)quinolin-5-yl)-3-azabicyclo[3.1.0]hexane-1-yl)-1,3,4-oxadiazole